3-chloro-4-(1-((dimethylamino)methyl)-6-azaspiro[3.4]octan-6-yl)-2,6-difluoro-N-(6-fluoropyridin-2-yl)benzenesulfonamide ClC=1C(=C(C(=CC1N1CC2(CCC2CN(C)C)CC1)F)S(=O)(=O)NC1=NC(=CC=C1)F)F